4-((4-Cyano-7-(4-isopropylphenyl)-2,3-dihydrobenzofuran-5-yl)carbamoyl)pent-4-enoic acid C(#N)C1=C(C=C(C2=C1CCO2)C2=CC=C(C=C2)C(C)C)NC(=O)C(CCC(=O)O)=C